(3-chlorophenyl){(4Z)-4-[4-(3-chlorophenyl)but-3-yn-2-ylidene]-3,3-difluoropiperidin-1-yl}methanone ClC=1C=C(C=CC1)C(=O)N1CC(\C(\CC1)=C(\C)/C#CC1=CC(=CC=C1)Cl)(F)F